C(=O)(O)CCC(=O)C1=CC2=C(S1)C=C(C(=C2F)OCCCOC=2C(=C1CN(CC1=CC2OC)C(CCC(=O)O)=O)F)OC 4-(5-(3-((2-(3-carboxypropionyl)-4-fluoro-6-methoxybenzo[b]thiophen-5-yl)oxy)propoxy)-4-fluoro-6-methoxyisoindolin-2-yl)-4-oxobutanoic acid